(2S,4r)-1-[(2S)-2-(4-cyclopropyl-triazol-1-yl)-3,3-dimethyl-butyryl]-N-[1-[3-[[2-(2-fluorophenyl)acetyl]amino]phenyl]ethyl]-4-hydroxy-pyrrolidine-2-carboxamide C1(CC1)C=1N=NN(C1)[C@H](C(=O)N1[C@@H](C[C@H](C1)O)C(=O)NC(C)C1=CC(=CC=C1)NC(CC1=C(C=CC=C1)F)=O)C(C)(C)C